NC1=C2C(=C3C(=N1)C=C(N3)C(=O)N(CC)[C@@H](C)C3=NC=C(C=C3)C3CC3)COC2 (S)-5-amino-N-(1-(5-cyclopropylpyridin-2-yl)ethyl)-N-ethyl-6,8-dihydro-1H-furo[3,4-d]pyrrolo[3,2-b]pyridine-2-carboxamide